1-{[rel-(2R,3S)-3-(2-chlorophenyl)-2-(2,4-difluorophenyl)oxan-2-yl]methyl}-1H-1,2,4-triazole ClC1=C(C=CC=C1)[C@H]1[C@@](OCCC1)(C1=C(C=C(C=C1)F)F)CN1N=CN=C1 |o1:7,8|